C(OC(C(CCCC)CC)OOC(C)(C)C)([O-])=O t-butylperoxy-(2-ethylhexyl) carbonate